{[2-fluoro-3-methoxy-6-(4-methyl-1,2,3-triazol-1-yl)phenyl]methyl}pyrazole FC1=C(C(=CC=C1OC)N1N=NC(=C1)C)CC1=NNC=C1